[Ni].[Mo].OCC(CO)(CO)NC(C)=O N-(1,3-dihydroxy-2-(hydroxymethyl)propan-2-yl)acetamide molybdenum nickel